Cl.COC(C[C@H](CN)F)=O (R)-4-amino-3-fluorobutyric acid methyl ester hydrochloride